FC(C(=O)O)(F)F.C1CCN2C1=C(C=1C=CC=CC21)C2=NC(=NO2)C2CN1CCC2CC1 5-(2,3-dihydro-1H-pyrrolo[1,2-a]indol-9-yl)-3-(quinuclidin-3-yl)-1,2,4-oxadiazole trifluoroacetate